(S)-(3-((2-chlorophenyl)ethynyl)-1H-indazol-5-yl)(3-(dimethylamino)pyrrolidin-1-yl)methanone ClC1=C(C=CC=C1)C#CC1=NNC2=CC=C(C=C12)C(=O)N1C[C@H](CC1)N(C)C